C1CCCC[N+]12CCCCC2 6-azonia-spiro[5.5]undecane